(E)-1-chloro-2-fluoroethylene Cl\C=C\F